methyl 2-bromo-2-(2-(difluoromethoxy)-5-(2-methoxypropan-2-yl)phenyl)acetate BrC(C(=O)OC)C1=C(C=CC(=C1)C(C)(C)OC)OC(F)F